2'-chloro-N-(5-methoxy-1,3,4-thiadiazol-2-yl)-5',6-dimethyl-(4,4'-bipyridine)-3-carboxamide ClC1=NC=C(C(=C1)C1=C(C=NC(=C1)C)C(=O)NC=1SC(=NN1)OC)C